2-(6-chloropyridin-3-yl)-3-(3-(4-methylpiperazin-1-yl)prop-1-ynyl)-6-(5-(trifluoromethyl)-2H-pyrazol-3-yl)phenol ClC1=CC=C(C=N1)C1=C(C(=CC=C1C#CCN1CCN(CC1)C)C=1NN=C(C1)C(F)(F)F)O